(R)-3-(2-hydroxyethyl)pyrroline-1-carboxylate OCCC1=CN(CC1)C(=O)[O-]